6-chloro-2,3-dimethyl-pyrimidin-4-one ClC1=CC(N(C(=N1)C)C)=O